4-(4-fluoro-2-iodo-6-methylphenyl)cyclohexan-1-one FC1=CC(=C(C(=C1)C)C1CCC(CC1)=O)I